7-(4-hydroxyphenyl)-1-(3,4,5-trimethoxyphenyl)-3,4-dihydropyrrolo[1,2-a]pyrazine OC1=CC=C(C=C1)C=1C=C2N(CCN=C2C2=CC(=C(C(=C2)OC)OC)OC)C1